1-ethyl-3-methylimidazole chlorine salt [Cl].C(C)N1CN(C=C1)C